CC(S(=O)(=O)C(=[N+]=[N-])S(=O)(=O)C(C)C)C bis(1,1-dimethylmethylsulfonyl)diazomethane